(4-(6-(trifluoromethyl)pyridin-2-yl)-6-((6-chloropyridin-2-yl)amino)-1,3,5-triazin-2-yl)amino-1,2-propanediol FC(C1=CC=CC(=N1)C1=NC(=NC(=N1)NC1=NC(=CC=C1)Cl)NC(C(C)O)O)(F)F